ClC=1C=C(C=C(C1)NS(=O)(=O)C)NC(=O)C1=CN(C(=C1)C(=O)N1CCNCC1)C1=NC=CC=C1 N-(3-chloro-5-methanesulfonamidophenyl)-5-(piperazine-1-carbonyl)-1-(pyridin-2-yl)-1H-pyrrole-3-carboxamide